nickel-chromium benzenetricarboxylic acid C1(=C(C(=CC=C1)C(=O)O)C(=O)O)C(=O)O.[Cr].[Ni]